OC1=C(C=CC(=C1)C(F)(F)F)C1=C(C=C(N=N1)N[C@H]1CN(CCC1)CC(=O)N1CCC2(CN(C2)C(=O)OC(C)(C)C)CC1)C tert-butyl (R)-7-(2-(3-((6-(2-hydroxy-4-(trifluoromethyl)phenyl)-5-methylpyridazin-3-yl)amino)piperidin-1-yl)acetyl)-2,7-diazaspiro[3.5]nonane-2-carboxylate